5-[4-amino-5-(trifluoromethyl)-pyrrolo[2,1-f][1,2,4]triazin-7-yl]-N-[(3R,4S)-4-fluoro-1-(3-hydroxy-3-methylbutan-2-yl)-pyrrolidin-3-yl]-2-methoxy-pyridine-3-carboxamide NC1=NC=NN2C1=C(C=C2C=2C=C(C(=NC2)OC)C(=O)N[C@@H]2CN(C[C@@H]2F)C(C)C(C)(C)O)C(F)(F)F